OC1=CC(=C(C=C1)NN)OC 1-(4-hydroxy-2-methoxyphenyl)hydrazine